8-(4-(trifluoromethyl)phenyl)imidazo[1,2-a]pyrazine-6-carbonitrile FC(C1=CC=C(C=C1)C=1C=2N(C=C(N1)C#N)C=CN2)(F)F